BrCC1=NC=CC=C1C(F)(F)F 2-(bromomethyl)-3-(trifluoromethyl)pyridine